NC1=NC2=CC=C(C=C2C=C1C)C(=O)N(CC1=NC=C(C=C1)C(F)(F)F)CC1=CC=C(C=C1)[C@H](C(F)(F)F)O 2-amino-3-methyl-N-(4-((1R)-2,2,2-trifluoro-1-hydroxyethyl)benzyl)-N-((5-(trifluoromethyl)-2-pyridinyl)methyl)-6-quinolinecarboxamide